CC=1C=CC=C2C(NN=C(C12)C1=CC2=C(NC(=N2)NC(OCCOC)=O)C=C1)=O 2-Methoxyethyl (5-(8-methyl-4-oxo-3,4-dihydrophthalazin-1-yl)-1H-benzimidazol-2-yl)carbamate